6-Bromo-8-fluoro-3,4-dihydroisoquinolin-1(2H)-one BrC=1C=C2CCNC(C2=C(C1)F)=O